CC=1C=C(C=CC1C)B(O)O 3,4-Dimethylphenylboronic acid